2-(4-(3-((4-(2-cyano-4-fluorophenyl)thiazol-2-yl)(methyl)amino)-2-ethylimidazo[1,2-a]pyridin-6-yl)piperazin-1-yl)-N,N-dimethylacetamide C(#N)C1=C(C=CC(=C1)F)C=1N=C(SC1)N(C1=C(N=C2N1C=C(C=C2)N2CCN(CC2)CC(=O)N(C)C)CC)C